FC=1C=C2C(=C(/C(/C2=CC1)=C/C1=CC=C(C=C1)SC1=CC=C(C=C1)F)C)CC(=O)O (Z)-2-(5-Fluoro-1-(4-((4-fluorophenyl)thio)benzylidene)-2-methyl-1H-inden-3-yl)acetic acid